(R)-N-methyl-N-(5-(5,6,7,8-tetrahydro-1,8-naphthyridin-2-yl)pentyl)pyrrolidin-3-amine CN([C@H]1CNCC1)CCCCCC1=NC=2NCCCC2C=C1